tert-Butyl (E)-(3-(2-(2,6-dioxo-1-((2-(trimethylsilyl)ethoxy)methyl)piperidin-3-yl)-1-oxoisoindolin-4-yl)allyl)carbamate O=C1N(C(CCC1N1C(C2=CC=CC(=C2C1)/C=C/CNC(OC(C)(C)C)=O)=O)=O)COCC[Si](C)(C)C